FC1=C(C(=CC(=C1)OC)F)C1=C(C(N(N1C)C1=NC(=CC=C1CC)OCC(C)(C)O)=O)NC(C1=CC=C(C=C1)OC(F)F)=O N-[5-(2,6-difluoro-4-methoxyphenyl)-2-[3-ethyl-6-(2-hydroxy-2-methylpropoxy)pyridin-2-yl]-1-methyl-3-oxo-2,3-dihydro-1H-pyrazol-4-yl]-4-(difluoromethoxy)benzamide